FC1=C(C(C1(F)F)(F)F)C(C(F)(F)F)(F)F 1,3,3,4,4-pentafluoro-2-(perfluoroethyl)cyclobut-1-ene